C(C)(C)(C)NCCOCCNC(C)(C)C bis-(t-butylaminoethyl)ether